C(C)(C)(C)OC(=O)N1C[C@@H](CCC1)NC=1N=NC(=C(C1)C(F)(F)F)C1=C(C=C(C=C1)C#C)OCOCC (R)-3-((5-trifluoromethyl-6-(2-ethoxymethoxy-4-ethynylphenyl)pyridazin-3-yl)amino)piperidine-1-carboxylic acid tert-butyl ester